BrC=1C(=C2C(=NC1)N=CC21C(C1)CCC)Cl 5'-bromo-4'-chloro-2-propylspiro[cyclopropane-1,3'-pyrrolo[2,3-b]pyridin]